O=C(CC1C2=CC=CC=C2C=2N1C(C1=CC=CC=C1C2)=O)C 7-(2-oxopropyl)isoindolo[2,1-b]isoquinolin-5(7H)-one